3-(3-Bromo-benzyl)-5-(4-methanesulfonyl-benzylidene)-thiazolidine-2,4-dione BrC=1C=C(CN2C(SC(C2=O)=CC2=CC=C(C=C2)S(=O)(=O)C)=O)C=CC1